[Al].[In] indium-aluminium